N-(2-iodophenyl)-N-methyl-2-(2-(phenylethynyl)phenyl)acrylamide IC1=C(C=CC=C1)N(C(C(=C)C1=C(C=CC=C1)C#CC1=CC=CC=C1)=O)C